COC1=C2C=C(CCC(=O)CCCCC3=C(C(=C(O2)C=C3)OC)O)C=C1 The molecule is a cyclic ketone isolated from the extract of the seed husks of walnuts Juglans regia and has been shown to exhibit cytotoxic activity against human hepatoma cells. It has a role as a metabolite, an antineoplastic agent and a neuroprotective agent. It is a member of methoxybenzenes, a member of phenols, an aromatic ether and a cyclic ketone.